C(C)(C)(C)OC(NCCCCCCC1=CC2=C(N(C(N2C)=O)C2C(NC(CC2)=O)=O)C=C1)=O [6-[1-(2,6-Dioxopiperidin-3-yl)-3-methyl-2-oxo-1,3-benzodiazol-5-yl]hexyl]carbamic acid tert-butyl ester